(S)-2-(2-tert-butoxycarbonyl-5,7-dichloro-1,2,3,4-tetrahydroisoquinoline-6-carboxamido)-3-(3-methylsulfonylphenyl)propionic acid benzyl ester C(C1=CC=CC=C1)OC([C@H](CC1=CC(=CC=C1)S(=O)(=O)C)NC(=O)C=1C(=C2CCN(CC2=CC1Cl)C(=O)OC(C)(C)C)Cl)=O